N-(2-(difluoromethoxy)benzyl)-4-(5-methyl-2-((1-methyl-1H-pyrazol-5-yl)amino)pyrimidin-4-yl)oxazole-2-carboxamide FC(OC1=C(CNC(=O)C=2OC=C(N2)C2=NC(=NC=C2C)NC2=CC=NN2C)C=CC=C1)F